(S)-2-amino-3-(4-(methylsulfonyl)phenyl)propanoic acid N[C@H](C(=O)O)CC1=CC=C(C=C1)S(=O)(=O)C